(4-(4-hydroxyphenyl-isopropyl)phenoxy)methane OC1=CC=C(C=C1)C(C)(C)C1=CC=C(OC)C=C1